C(C)C1=CC=C(C=C1)C1=NC(=NO1)[C@H](C)NC(=O)C1=NC=CC(=C1OC(C(C)C)=O)OC.FC=1C=C(C(F)(F)F)C=CC1 meta-fluorotrifluorotoluene (S)-2-((1-(5-(4-ethylphenyl)-1,2,4-oxadiazol-3-yl)ethyl)carbamoyl)-4-methoxypyridin-3-yl-isobutyrate